ClC=1C=C2C(N(C(=NC2=CC1Cl)[C@H]1CN(CCC1)CC(C)(C)O)C)=O (R)-6,7-dichloro-2-(1-(2-hydroxy-2-methylpropyl)piperidin-3-yl)-3-methylquinazolin-4(3H)-one